C1(=C(C=CC=C1)C#CC1=NNC2=CC=C(C=C12)C(=O)N1CC(CC1)NC1=NC(=CC(=N1)C)C)C1=CC=CC=C1 (3-([1,1'-biphenyl]-2-ylethynyl)-1H-indazol-5-yl)(3-((4,6-dimethylpyrimidin-2-yl)amino)pyrrolidin-1-yl)methanone